2-benzothiazolesulfinic acid S1C(=NC2=C1C=CC=C2)S(=O)O